N-(4-(5-chloropyridin-2-yl)piperidin-4-yl)-4-(trifluoromethoxy)benzenesulfonamide ClC=1C=CC(=NC1)C1(CCNCC1)NS(=O)(=O)C1=CC=C(C=C1)OC(F)(F)F